methyl 7-methyl-5,6,7,8-tetrahydroimidazo[1,5-a]pyridine-1-carboxylate CC1CC=2N(CC1)C=NC2C(=O)OC